(1,1'-Biphenyl)-3-sulfonamide C1(=CC(=CC=C1)S(=O)(=O)N)C1=CC=CC=C1